CC(C(=O)O)=C 2-methylpropenoic acid